cyano-4-fluorobenzenesulfonamide C(#N)C1=C(C=CC(=C1)F)S(=O)(=O)N